N-[1-[1-[2-[4-(2-chlorophenoxy)cyclohexyl]ethyl]-5,6-dihydro-4H-cyclopenta[c]pyrazole-3-carbonyl]-4-piperidyl]acetamide ClC1=C(OC2CCC(CC2)CCN2N=C(C3=C2CCC3)C(=O)N3CCC(CC3)NC(C)=O)C=CC=C1